3-Chloro-1-(5-ethyl-2,4-dihydroxyphenyl)propan-1-one ClCCC(=O)C1=C(C=C(C(=C1)CC)O)O